(2S)-2-({2-methyl-5-[(4-methyl-1,3-thiazol-5-yl)methoxy]-2H-indazol-3-yl}formamido)propanamide CN1N=C2C=CC(=CC2=C1C(=O)N[C@H](C(=O)N)C)OCC1=C(N=CS1)C